BrC1=CC=2N\3CC(C4=CC=CC(C=5N(N=CC5C=5N=C(C=C(C(/N=C3\NC2C=C1)=O)C5)C)C)=C4)C (22E)-17-bromo-5,12,27-trimethyl-4,5,14,21,23,28-hexazahexacyclo[23.3.1.17,11.02,6.014,22.015,20]triaconta-1(29),2(6),3,7(30),8,10,15(20),16,18,22,25,27-dodecaen-24-one